CC=1C=C(C=CC1N1CCOCC1)C1=CC=C2C(CCOC2=C1)NC(O[C@@H]1CN2CCC1CC2)=O (S)-quinuclidin-3-yl (7-(3-methyl-4-morpholinophenyl)chroman-4-yl)carbamate